ethyl (Z)-2-cyano-3-ethoxybut-2-enoate C(#N)/C(/C(=O)OCC)=C(\C)/OCC